N-((6-methoxy-1-methyl-1H-benzimidazol-7-yl)methyl)-5-methylthiophene-2-carboxamide COC=1C=CC2=C(N(C=N2)C)C1CNC(=O)C=1SC(=CC1)C